4-butyl-1H-1,2,3-triazole C(CCC)C=1N=NNC1